ClC1=CC=C(C(=N1)C(=O)O)NC(C)C=1C=C(C=C2C(N(C(=NC12)N1CC2C(C2C1)(F)F)C)=O)Cl 6-chloro-3-[1-[6-chloro-2-(6,6-difluoro-3-azabicyclo[3.1.0]hexan-3-yl)-3-methyl-4-oxoquinazolin-8-yl]ethylamino]pyridine-2-carboxylic acid